OC([C@@H](C/C(=C/C(=O)O)/C)C)C(C(C(\C=C(\C=C\CC(\C=C(/C=C/[C@@H]1OC(C=C[C@@H]1C)=O)\C)C)/C)C)=O)C (2E,10E,12E,16Z,18E)-(R)-6-hydroxy-3,5,7,9,11,15,17-heptamethyl-19-((2S,3S)-3-methyl-6-oxo-3,6-dihydro-2H-pyran-2-yl)-8-oxo-nonadeca-2,10,12,16,18-pentaenoic acid